C(C)(C)(C)OC(=O)N[C@H](C(=O)O)CCCCNC(=O)OCC1C2=CC=CC=C2C=2C=CC=CC12 (S)-2-(tert-butoxycarbonylamino)-6-[(9H-fluoren-9-yl)methoxycarbonylamino]hexanoic acid